O[C@@H](CO)C1=CC=CC=N1 6-((R)-1,2-dihydroxyethyl)pyridine